amino-1-(1,1-difluoro-2-methoxyethyl)cyclohexan-1-ol NC1C(CCCC1)(O)C(COC)(F)F